FC(C=1C=C2CC(CC2=CC1)O)(F)F 5-(trifluoromethyl)-2,3-dihydro-1H-inden-2-ol